4-(2-acryloyl-4-fluoro-1,2,3,4-tetrahydroisoquinolin-5-yl)-5-fluoro-2,3-dimethyl-1H-indole-7-carboxamide C(C=C)(=O)N1CC2=CC=CC(=C2C(C1)F)C1=C2C(=C(NC2=C(C=C1F)C(=O)N)C)C